OCCC(C)N1N=C(C2=C1C=NN(C2=O)CC2=CC=C(C=C2)OC)C(F)(F)F 1-(4-hydroxybut-2-yl)-5-(4-methoxybenzyl)-3-(trifluoromethyl)-1,5-dihydro-4H-pyrazolo[3,4-d]pyridazin-4-one